C(C)N(CCNC(N)=O)CC 3-(2-(diethylamino)ethyl)urea